2-(2-chlorophenyl)-N-{3-[(2,4-dimethoxybenzyl)sulfamoyl]-4-[3-(trifluoromethyl)-1,2,4-oxadiazol-5-yl]phenyl}acetamide ClC1=C(C=CC=C1)CC(=O)NC1=CC(=C(C=C1)C1=NC(=NO1)C(F)(F)F)S(NCC1=C(C=C(C=C1)OC)OC)(=O)=O